p-toluenesulfinic acid methyl ester COS(=O)C1=CC=C(C)C=C1